C(C)[N-]CC.C(C)[N-]CC.C(C)[N-]CC.C(C)[N-]CC.[Zr+4] zirconium (IV) tetra(diethylamide)